C1(CCCC1)C1=C(C(NC(=N1)C=1C(=NN(C1C)C)C)=O)I 6-cyclopentyl-5-iodo-2-(1,3,5-trimethyl-1H-pyrazol-4-yl)-4(3H)-pyrimidinone